rutheniuM (II) dichloride [Ru](Cl)Cl